N(=[N+]=[N-])CCOCCOCCOCCOCCN(C(OC(C)(C)C)=O)C tert-butyl N-[2-[2-[2-[2-(2-azidoethoxy)ethoxy]ethoxy]ethoxy]ethyl]-N-methyl-carbamate